1-iodo-1,1,3,3,5,5-hexamethylhexane IC(CC(CC(C)(C)C)(C)C)(C)C